O[N+]12CC[NH+](CC1)CC2 1-hydroxy-1,4-diazabicyclo[2.2.2]octane-1,4-diium